8,4'-dimethoxy-6-((4-methylfuran-2-yl)methyl)-flavone COC=1C=C(C=C2C(C=C(OC12)C1=CC=C(C=C1)OC)=O)CC=1OC=C(C1)C